N1CCC(CC1)N1N=CC(=C1)C=1C=CC(=NC1)N 5-(1-piperidin-4-ylpyrazol-4-yl)pyridin-2-amine